BrC1=CC=C(C=C1)[C@]12[C@](C3=NC=C(C=C3O1)Cl)([C@@H]([C@@H]([C@H]2C2=CC=CC=C2)C(=O)OC)OS(=O)(=O)C)O |r| Rac-methyl (5aR,6S,7R,8R,8aS)-5a-(4-bromophenyl)-3-chloro-8a-hydroxy-8-((methylsulfonyl)oxy)-6-phenyl-5a,7,8,8a-tetrahydro-6H-cyclopenta[4,5]furo[3,2-b]pyridine-7-carboxylate